FC=1C=C(C2=C(CNS(O2)(=O)=O)C1)C1=CC=C(C=C1)C(=O)N1C=CCC1 (4-(6-fluoro-2,2-dioxo-3,4-dihydrobenzo[e][1,2,3]oxathiazin-8-yl)phenyl)(pyrrolin-1-yl)methanone